1-(2,6-dioxopiperidin-3-yl)-3-methyl-2-oxo-5-(piperidin-4-yl)-2,3-dihydro-1H-benzo[d]imidazol-4-yl sulfurofluoridate S(OC1=C(C=CC=2N(C(N(C21)C)=O)C2C(NC(CC2)=O)=O)C2CCNCC2)(=O)(=O)F